[Si](C)(C)(C(C)(C)C)OCC1=NC(=CC=C1F)C=C 2-(((tert-butyldimethylsilyl)oxy)methyl)-3-fluoro-6-vinylpyridine